((3-methoxy-4-(phosphonooxy) benzoyl)oxy)methyl 5-(1-(2-amino-2-oxoethyl)piperidin-4-yl)-2-(7,8-dimethyl-[1,2,4]triazolo[1,5-a]pyridin-6-yl)-3-isopropyl-1H-indole-1-carboxylate NC(CN1CCC(CC1)C=1C=C2C(=C(N(C2=CC1)C(=O)OCOC(C1=CC(=C(C=C1)OP(=O)(O)O)OC)=O)C=1C(=C(C=2N(C1)N=CN2)C)C)C(C)C)=O